(5-deazapteroyl)-L-homocysteine C(C1=CC=C(NCC2=CN=C3N=C(N)NC(=O)C3=C2)C=C1)(=O)N[C@@H](CCS)C(=O)O